N1[C@@H](CCC1)CO ((S)-pyrrolidin-2-yl)methanol